[Cl-].[Cl-].[Ti+2].C[SiH](C)C1(C(=C(C(=C1C)C)C)C)NC(C)(C)C dimethylsilyl-tert-butylaminotetramethylcyclopentadiene titanium dichloride